1-(4-(4-((1r,5s)-3-oxa-8-azabicyclo[3.2.1]oct-8-yl)-6-(3-oxa-8-azabicyclo[3.2.1]oct-8-yl)-1,3,5-triazin-2-yl)phenyl)-3-(3-cyclopropyl-1-oxo-1,3-dihydroisobenzofuran-5-yl)urea [C@H]12COC[C@H](CC1)N2C2=NC(=NC(=N2)N2C1COCC2CC1)C1=CC=C(C=C1)NC(=O)NC=1C=C2C(OC(C2=CC1)=O)C1CC1